ClC=1C(=C(C=CC1)NS(=O)(=O)C1=CN=C(S1)S(=O)(=O)N(C)C)N1CCCCC1 N5-[3-Chloro-2-(1-piperidyl)phenyl]-N2,N2-dimethylthiazole-2,5-disulfonamide